morpholinesulfonic acid N1(CCOCC1)S(=O)(=O)O